4,4-dimethyl-6-(2-(((1-methylcyclopropyl)methyl)amino)-7H-pyrrolo[2,3-d]pyrimidin-5-yl)-3,4-dihydroisoquinolin-1(2H)-one CC1(CNC(C2=CC=C(C=C12)C1=CNC=2N=C(N=CC21)NCC2(CC2)C)=O)C